(R,S)-4-((3-Fluoropyridin-4-yl)((4-oxochroman-7-yl)oxy)methyl)benzonitrile FC=1C=NC=CC1[C@@H](C1=CC=C(C#N)C=C1)OC1=CC=C2C(CCOC2=C1)=O